O=C(CC#N)N1CCCCC1 β-oxo-1-piperidinepropanenitrile